N[C@@H]1CCCC12CCN(CC2)C=2C(=NC(=C(N2)C)SC2=C(C(=NC=C2)NC)Cl)CO {3-[(1R)-1-amino-8-azaspiro[4.5]dec-8-yl]-6-{[3-chloro-2-(methylamino)pyridin-4-yl]mercapto}-5-methylpyrazin-2-yl}methanol